[Cu].[Cr] chromium Copper